7-(3-bromophenyl)-5H-pyrrolo[3,2-d]pyrimidin-2-amine BrC=1C=C(C=CC1)C1=CNC2=C1N=C(N=C2)N